(S)-3-amino-4-(2,4,5-trifluorophenyl)butyric acid N[C@H](CC(=O)O)CC1=C(C=C(C(=C1)F)F)F